Cl.CC1(CNC1)C(=O)C=1C=NC=C(C1)N1CCCC1 (3-methyl-azetidin-3-yl)-(5-pyrrolidin-1-yl-pyridin-3-yl)-methanone, hydrochloride